ClC1=C(C#N)C=CC(=C1)N1CC2(C[C@H]1C)CCN(CC2)C2=CC=C(C=C2)C(=O)N2CCC(CC2)CN2CCN(CC2)C2=NC=CC(=C2)N[C@H]2C(NC(CC2)=O)=O 2-Chloro-4-((R)-8-(4-(4-((4-(4-(((R)-2,6-dioxo-piperidin-3-yl)amino)pyridin-2-yl)piperazin-1-yl)methyl)piperidine-1-carbonyl)phenyl)-3-methyl-2,8-diazaspiro[4.5]decan-2-yl)benzonitrile